CC(C(=O)OC(C)(C)C)(C=O)C tert-butyl 2,2-dimethyl-3-oxopropionate